FC(C=1C=C(C=C(C1)C(F)(F)F)[C@@H](C)N(C(=O)N1[C@H](C[C@H](CC1)N1C[C@H]2N(CC1)C(CC2)=O)C2=C(C=C(C=C2)F)C)C)(F)F 2-(R)-(4-Fluoro-2-methyl-phenyl)-4-(S)-((8aS)-6-oxohexahydro-pyrrolo[1,2-a]-pyrazin-2-yl)-piperidine-1-carboxylic acid [1-(R)-(3,5-bis-trifluoromethyl-phenyl)-ethyl]-methylamide